COC1=NN(C=C1C(=O)NC1=NC(=CC=C1)C=1N2C(=NN1)CC[C@@H]2C)C2=NC(=CC=C2)C2COC2 (S)-3-methoxy-N-(6-(5-methyl-6,7-dihydro-5H-pyrrolo[2,1-c][1,2,4]triazol-3-yl)pyridin-2-yl)-1-(6-(oxetan-3-yl)pyridin-2-yl)-1H-pyrazole-4-carboxamide